(1R)-2-[4-(1-{2,6-dimethyl-2H-pyrazolo[3,4-b]pyridin-5-yl}-5-methyl-4-(1-methylcyclopropyl)-1H-pyrazol-3-yl)-2H-indazol-2-yl]-1-phenylethan-1-ol CN1N=C2N=C(C(=CC2=C1)N1N=C(C(=C1C)C1(CC1)C)C=1C2=CN(N=C2C=CC1)C[C@H](O)C1=CC=CC=C1)C